FC1=C2C(=C(/C(/C2=CC=C1)=C/C1=CC=CC=C1)C)CC(=O)O (Z)-2-(4-fluoro-2-methyl-1-(benzylidene)-1H-inden-3-yl)acetic acid